N-[(5-ethyl-4-iodo-1-methyl-pyrazol-3-yl)methyl]-N-[2-[2-methyl-4-(1-tetrahydropyran-2-yl-3-vinyl-indazol-5-yl)pyrazol-3-yl]oxyethyl]acetamide C(C)C1=C(C(=NN1C)CN(C(C)=O)CCOC=1N(N=CC1C=1C=C2C(=NN(C2=CC1)C1OCCCC1)C=C)C)I